OC(CN1SC2=C(C1=O)C=CC=C2)COCCC[Si](OC)(OC)OC 2-(2-hydroxy-3-(3-(trimethoxysilyl)propoxy)propyl)benzisothiazolin-3-one